C(C)(=O)N[C@H](C)C1=CC=CC2=CC=CC=C12 (R)-N-acetyl-alpha-naphthylethylamine